copper carbonate C([O-])([O-])=O.[Cu+2]